ClC=1C=C(C=CC1F)NC1=NC=NC2=CC(=CC(=C12)O[C@@H](C)C1=NC=CC=N1)N1N=CC(=C1)F (S)-N-(3-chloro-4-fluorophenyl)-7-(4-fluoro-1H-pyrazol-1-yl)-5-(1-(pyrimidin-2-yl)ethoxy)quinazolin-4-amine